C(C)C1=C(C(=O)OCCC2N(CCN(C2C)C2=NC=NC(=C2)C2=CN=C3N2N=C(C=C3)C(F)F)C)C(=CC(=N1)Cl)N 2-(4-(6-(6-(difluoromethyl)imidazo[1,2-b]pyridazin-3-yl)pyrimidin-4-yl)-1,3-dimethylpiperazin-2-yl)ethan-1-ol ethyl-4-amino-6-chloronicotinate